NC1=C(C=C(C#N)C=C1C)F 4-amino-3-fluoro-5-methylbenzonitrile